FC1=CC(=C2C=CNC2=C1)C1=CC(=C2C(=N1)N(C=C2)S(=O)(=O)C)N2[C@@H](COCC2)C (R)-4-(6-(6-fluoro-1H-indol-4-yl)-1-(methylsulfonyl)-1H-pyrrolo[2,3-b]pyridin-4-yl)-3-methylmorpholine